C(C=C)(=O)OCCCCCCCCCCCCCCCCOC(C=C)=O 1,16-hexadecanediol diacrylate